2-[[(1S)-1-(3-cyclobutyl-6-methyl-2-morpholino-4-oxo-quinazolin-8-yl)ethyl]amino]benzoic acid C1(CCC1)N1C(=NC2=C(C=C(C=C2C1=O)C)[C@H](C)NC1=C(C(=O)O)C=CC=C1)N1CCOCC1